O[C@@H](CC(=O)OCC)C1=CC=CC=C1 ethyl (S)-3-hydroxy-3-phenylpropionate